ClC=1C=C(CNCCCCOCCNC=2C=3C=NNC3C=C(C2)C=2C=NOC2)C=CC1OC(F)(F)F N-(2-(4-((3-chloro-4-(trifluoromethoxy)benzyl)amino)butoxy)ethyl)-6-(isoxazol-4-yl)-1H-indazol-4-amine